methyl 4-(iodoethynyl)benzoate IC#CC1=CC=C(C(=O)OC)C=C1